C(C)(C)(C)C1=CC(=NO1)NC(NC1=CC=C2/C(/C(NC2=C1)=O)=C/C1=C(C(=C(N1)C)C(=O)O)C)=O (Z)-5-((6-(3-(5-(tert-butyl)isoxazol-3-yl)ureido)-2-oxindole-3-ylidene)methyl)-2,4-dimethyl-1H-pyrrole-3-carboxylic acid